(((((((2R)-1-(6-((2-oxo-4-(pyridin-4-yl)-1,3,2-dioxaphosphorinan-2-yl) amino)-9H-purin-9-yl) propan-2-yl) oxy) methyl) phosphoryl) bis(oxy)) bis(methylene)) dicarbonate C1(=O)OCOP(=O)(CO[C@@H](CN2C3=NC=NC(=C3N=C2)NP2(OCCC(O2)C2=CC=NC=C2)=O)C)OCOC(O1)=O